ClC=1C=CC(=NC1)O[C@@H]1C[C@@H]2CN([C@H]1CC2)C(=O)C2=C(C=CC(=C2)F)C2=NC=CC=N2 ((1S,4R,6R)-6-((5-chloropyridin-2-yl)oxy)-2-azabicyclo[2.2.2]oct-2-yl)(5-fluoro-2-(pyrimidin-2-yl)phenyl)methanone